C[Si](CC(CC(=O)NC=1C=CC=C2C=CC=NC12)CC1=CC(=CC=C1)C)(C1=CC=CC=C1)C 4-[Dimethyl(phenyl)silyl]-3-(3-methylbenzyl)-N-(quinolin-8-yl)butanamide